C(C)OP(=O)(OCC)C(=O)C=1C=CC2=C(C=C(S2)C(=O)O)C1 5-[(diethoxyphosphoryl)carbonyl]-1-benzothiophene-2-carboxylic acid